C1(=CC=CC=2CCCCC12)C(=O)O 5,6,7,8-tetrahydro-Naphthalene-1-carboxylic acid